N1=CC=C(C=C1)C1=NNC2=NC(=CC=C21)N 3-(pyridin-4-yl)-1H-pyrazolo[3,4-b]pyridin-6-amine